1-(4-{2-[3-(trifluoromethyl)-1H-1,2,4-triazol-5-yl]imidazo[1,2-a]pyrimidin-3-yl}-1H-imidazol-1-yl)ethan-1-one FC(C1=NNC(=N1)C=1N=C2N(C=CC=N2)C1C=1N=CN(C1)C(C)=O)(F)F